[N+](=O)([O-])C1CCC(CN1)N1CCOCC(C1)C(C)(C)O 2-(4-(6-nitropiperidin-3-yl)-1,4-oxazepan-6-yl)propan-2-ol